COC=1C=C(C(=O)NC)C=CC1NCC#CC=1N(C2=CC=CC(=C2C1)NC1CCC(CC1)N1CCC2(CCO2)CC1)CC(F)(F)F 3-methoxy-N-methyl-4-{[3-(4-{[(1S,4S)-4-{1-oxa-7-azaspiro[3.5]nonan-7-yl}cyclohexyl]amino}-1-(2,2,2-trifluoroethyl)-1H-indol-2-yl)prop-2-yn-1-yl]amino}benzamide